N-(5-ethylisoxazol-3-yl)-4-methyl-3-((1-(pyrazolo[1,5-a]pyrazin-3-yl)azetidin-3-yl)oxy)benzamide C(C)C1=CC(=NO1)NC(C1=CC(=C(C=C1)C)OC1CN(C1)C=1C=NN2C1C=NC=C2)=O